lysergic acid methylester COC(=O)[C@H]1CN(C)[C@@H]2CC3=CNC4=CC=CC(C2=C1)=C34